[Pd].C1=CCCC=CCC1.C1=CCCC=CCC1 Bis(cycloocta-1,5-diene) palladium (0)